(2R)-3-[5-(4-fluorophenyl)-1-tetrahydropyran-2-yl-6-tetrahydropyran-4-yl-pyrazolo[4,3-g]isoquinolin-8-yl]-2-methyl-propionic acid methyl ester COC([C@@H](CC1=NC(=C(C2=CC3=C(C=C12)N(N=C3)C3OCCCC3)C3=CC=C(C=C3)F)C3CCOCC3)C)=O